C(CC)S(=O)(=O)ONC(CC)CCCCCCCCC.[Na] sodium 3-dodecylamino propanesulfonate